7-(2,8-dimethylimidazo[1,2-b]pyridazin-6-yl)-2-[(1S,4S)-2,5-diazabicyclo[2.2.1]heptan-2-yl]thiazolo[3,2-a]pyrimidin-5-one CC=1N=C2N(N=C(C=C2C)C=2N=C3N(C(C2)=O)C=C(S3)N3[C@@H]2CN[C@H](C3)C2)C1